NC1=NC=2C=C(C(=CC2C2=C1C=NN2C)C(=O)N(CC2=NC=C(C=C2)C(F)(F)F)C=2C=NN(C2)C)F 4-amino-7-fluoro-1-methyl-N-(1-methyl-1H-pyrazol-4-yl)-N-((5-(trifluoromethyl)-2-pyridinyl)methyl)-1H-pyrazolo[4,3-c]quinoline-8-carboxamide